C(OC(C(C)F)(F)F)([O-])=O 1,1,2-trifluoro-2-methyl-ethyl carbonate